2-(4-methylpiperazin-1-yl)-4-trifluoromethanesulphonyloxy-1-((2-(trimethylsilyl)ethoxy)methyl)-1H-pyrrole CN1CCN(CC1)C=1N(C=C(C1)OS(=O)(=O)C(F)(F)F)COCC[Si](C)(C)C